6-(2-((2-(1-methyl-1H-pyrazol-5-yl)pyridin-4-yl)oxy)ethoxy)nicotinonitrile CN1N=CC=C1C1=NC=CC(=C1)OCCOC1=NC=C(C#N)C=C1